CC=1C=C2C(CCOC2=CC1OC(C1=CC=C(C#N)C=C1)C1=CC=NC=C1)=O 4-(((6-methyl-4-oxochroman-7-yl)oxy)(pyridin-4-yl)methyl)benzonitrile